N-(tert-butoxycarbonyl)-2-aminoacetaldehyde C(C)(C)(C)OC(=O)NCC=O